Tert-butyl (6-(2-(4-bromophenyl)-1-hydroxy-2-methylpropyl)pyridin-3-yl)carbamate BrC1=CC=C(C=C1)C(C(O)C1=CC=C(C=N1)NC(OC(C)(C)C)=O)(C)C